C12(CC3CC(CC(C1)C3)C2)NC(COC2=NC(=NC(=C2)OC2=CC=C(C=C2)F)SC)=O N-(adamantan-1-yl)-2-((6-(4-fluorophenoxy)-2-(methylthio)pyrimidin-4-yl)oxy)acetamide